4-(6-(1-phenyl-1,7-diazaspiro[3.5]nonan-7-yl)pyrimidin-4-yl)morpholine C1(=CC=CC=C1)N1CCC12CCN(CC2)C2=CC(=NC=N2)N2CCOCC2